phenylethyl 6-oxospiro[3.3]heptane-2-carboxylate O=C1CC2(CC(C2)C(=O)OCCC2=CC=CC=C2)C1